C(C=C)(=O)OCC1OC(OC1)(CC)C 4-acryloyloxymethyl-2-methyl-2-ethyl-1,3-dioxolane